3-(3-((2-amino-4-(butylamino)-6-methylpyrimidin-5-yl)methyl)-4-methoxyphenyl)propionic acid NC1=NC(=C(C(=N1)NCCCC)CC=1C=C(C=CC1OC)CCC(=O)O)C